ClC1=CC=C(C=C1)C1=NN(C[C@H]1C1=CC=CC=C1)C(NCCS(N)(=O)=O)=NS(=O)(=O)C1=CC(=CC=C1)C(F)(F)F (R)-3-(4-chlorophenyl)-4-phenyl-N-(2-sulfamoylethyl)-N'-((3-(trifluoromethyl)phenyl)sulfonyl)-4,5-dihydro-1H-pyrazole-1-carboximidamide